2-{2-[(2E)-3-(methoxycarbonyl)prop-2-enoyloxy]-N-methylacetylamino}acetic acid COC(=O)/C=C/C(=O)OC(C(=O)NCC(=O)O)C